3-(N-ethyl-N-isopentylamino)-6-methyl-7-anilinofluoran CCN(CCC(C)C)C1=CC2=C(C=C1)C3(C4=CC=CC=C4C(=O)O3)C5=C(O2)C=C(C(=C5)NC6=CC=CC=C6)C